(1S,3R,4S)-2-[(2S)-2-(3-chloro-2-methyl-anilino)propanoyl]-N-[(1R)-1-cyano-2-[(3R)-2-oxo-3-piperidyl]ethyl]-5,5-difluoro-2-azabicyclo[2.2.2]octane-3-carboxamide ClC=1C(=C(N[C@H](C(=O)N2[C@@H]3CC([C@H]([C@@H]2C(=O)N[C@H](C[C@@H]2C(NCCC2)=O)C#N)CC3)(F)F)C)C=CC1)C